8-(4-(2-hydroxy-2-phenylethyl)piperazin-1-yl)-5-methyl-7-nitro-6-oxo-5,6-dihydro-1,5-naphthyridine-2-carbonitrile OC(CN1CCN(CC1)C1=C(C(N(C=2C=CC(=NC12)C#N)C)=O)[N+](=O)[O-])C1=CC=CC=C1